CC1(CC(NO1)=O)C 5,5-dimethyl-3-isoxazolidinone